CC1=CC=C2C(=N1)C=NN2C=2C=CC(=C(C2)O)C2=CN=C(N=N2)N2C[C@@H](NCC2)C(C)C 5-(5-methyl-1H-pyrazolo[4,3-b]pyridin-1-yl)-2-{3-[(3S)-3-(propan-2-yl)piperazin-1-yl]-1,2,4-triazin-6-yl}phenol